4,5,6,7-tetrahydro-3H-imidazo[4,5-c]pyridine-4-carboxylic acid N1=CNC=2C(NCCC21)C(=O)O